CC1N(CCC1C)C1=NC(=NC=C1C(F)(F)F)NC1=CC=C(C=C1)N1CCCCC1 1-(4-((4-(2,3-dimethylpyrrolidin-1-yl)-5-(trifluoromethyl)pyrimidin-2-yl)amino)phenyl)piperidine